ClC1=CC2=C(N(C(N=C2N2[C@H](CN(CC2)C(=O)OC(C)(C)C)C)=O)C=2C(=NC=CC2C)C(C)C)N=C1Cl tert-butyl (S)-4-(6,7-dichloro-1-(M)-(2-isopropyl-4-methylpyridin-3-yl)-2-oxo-1,2-dihydropyrido[2,3-d]pyrimidin-4-yl)-3-methylpiperazine-1-carboxylate